ClC=1C=NC(=NC1)C1CN(C1)[C@H]1[C@@H](CCCC1)OC=1C=C2CN(C(C2=CC1)=O)C1C(NC(CC1)=O)=O 3-(5-(((1R,2R)-2-(3-(5-chloro-pyrimidin-2-yl)azetidin-1-yl)-cyclohexyl)oxy)-1-oxoisoindolin-2-yl)piperidine-2,6-dione